BrC=1C=CC2=C(C=C(B(O2)O)C(C)C)C1 6-bromo-3-isopropyl-2H-benzo[e][1,2]oxaborinin-2-ol